rac-cis-3-((2-bromo-5-fluorobenzo[d]thiazol-6-yl)oxy)tetrahydro-2H-pyran-4-ol BrC=1SC2=C(N1)C=C(C(=C2)O[C@@H]2COCC[C@@H]2O)F |r|